2-((5s,7s)-7-fluoro-2-mercapto-6,7-dihydro-5H-pyrrolo[1,2-b][1,2,4]triazol-5-yl)benzonitrile F[C@H]1C[C@H](N2N=C(N=C21)S)C2=C(C#N)C=CC=C2